N-(2,4-dichloro-6-methylbenzyl)-5-fluoro-8-hydroxy-5,6,7,8-tetrahydroquinoline-5-carboxamide ClC1=C(CNC(=O)C2(C=3C=CC=NC3C(CC2)O)F)C(=CC(=C1)Cl)C